1-ethyl-1-methylsilacyclobutane C(C)[Si]1(CCC1)C